C1(CC1)C=1N=NN(C1)[C@H](C(=O)N1[C@@H](C[C@H](C1)O)C(=O)NCCNC(C1=C(C=CC=C1)C(F)(F)F)=O)C(C)(C)C (2S,4R)-1-[(2S)-2-(4-cyclopropyltriazol-1-yl)-3,3-dimethyl-butanoyl]-4-hydroxy-N-[2-[[2-(trifluoromethyl)benzoyl]amino]ethyl]pyrrolidine-2-carboxamide